C(C)C(CN1CCC(CC1)N1C(NC2=C1C=CC(=C2)C=2C=C(C=1N(C2)N=CN1)OC)=O)CC 1-(1-(2-ethylbutyl)piperidin-4-yl)-5-(8-methoxy-[1,2,4]triazolo[1,5-a]pyridin-6-yl)-1,3-dihydro-2H-benzo[d]imidazol-2-one